C(C=C)(=O)O.C(C=C)(=O)O.C(C=C)(=O)O.OCC(CC)(CO)CO tri(hydroxymethyl)propane triacrylate